O=C1N(C(CC1)=O)OC(CCC(CC)(SC1=NC=CC=C1)C1CC1)=O 4-cyclopropyl-4-(pyridin-2-ylthio)hexanoic acid 2,5-dioxopyrrolidin-1-yl ester